Methyl 1,4-dibromo-isoquinoline-3-carboxylate BrC1=NC(=C(C2=CC=CC=C12)Br)C(=O)OC